[Cl-].[C@@H]1(OCCN2N=C3C=CC=CC3=C21)[C@@H](C)[NH3+] |r| (+/-)-rel-(R)-1-((R)-3,4-dihydro-1H-[1,4]oxazino[4,3-b]indazol-1-yl)ethanaminium chloride